IC=1N(C2=CC=CC(=C2C1)NC1CCN(CC1)CC(COC)O)CC(F)(F)F 1-[4-[[2-iodo-1-(2,2,2-trifluoroethyl)indol-4-yl]amino]-1-piperidyl]-3-methoxy-propan-2-ol